C(C=CC)(=O)NC1CC(NC(C1)(C)C)(C)C 4-butenoylamino-2,2,6,6-tetramethylpiperidine